(S)-2-((((9H-fluoren-9-yl)methoxy)carbonyl)amino)-3-(3-(2-cyanoimidazo[1,2-b]pyridazin-6-yl)phenyl)propanoic acid C1=CC=CC=2C3=CC=CC=C3C(C12)COC(=O)N[C@H](C(=O)O)CC1=CC(=CC=C1)C=1C=CC=2N(N1)C=C(N2)C#N